COC(=O)C=1C=CC(=NC1)N1C(C(=CC=C1)N)=O 3-amino-2-oxo-[1,2'-bipyridine]-5'-carboxylic acid methyl ester